FCCCN1C[C@H](N(CC1)CC1=C2C=CNC2=C(C=C1OC)C)C1=CC=C(C(=O)O)C=C1 (R)-4-(4-(3-fluoropropyl)-1-((5-methoxy-7-methyl-1H-indol-4-yl)methyl)piperazin-2-yl)benzoic acid